C(C1=CC=CC=C1)OC([C@H](C(C)C)N1C([C@@]2(CCN(C2)C(=O)OC(C)(C)C)CC1)=O)=O tert-butyl (R)-7-((S)-1-(benzyloxy)-3-methyl-1-oxobutan-2-yl)-6-oxo-2,7-diazaspiro[4.4]nonane-2-carboxylate